FC(CN1C(=NC=2C1=NC(=CC2)C2=CNC=1N=C(N=C(C12)OC)N[C@@H](C(F)(F)F)C)C)F (R)-5-(3-(2,2-difluoroethyl)-2-methyl-3H-imidazo[4,5-b]pyridin-5-yl)-4-methoxy-N-(1,1,1-trifluoropropan-2-yl)-7H-pyrrolo[2,3-d]pyrimidin-2-amine